2-(4-Iodo-1-cyclobutyl-1H-pyrazol-3-yl)acetonitrile IC=1C(=NN(C1)C1CCC1)CC#N